C1(CC1)N1N=CC=C1C(=O)N 2-cyclopropyl-pyrazole-3-carboxamide